tert-Butyl 4-(4-((4-(1-ethyl-3-iodo-1H-pyrazol-4-yl)pyrimidin-2-yl)amino)phenyl)piperazine-1-carboxylate C(C)N1N=C(C(=C1)C1=NC(=NC=C1)NC1=CC=C(C=C1)N1CCN(CC1)C(=O)OC(C)(C)C)I